(R)-N-(1-(3-(difluoromethyl)-2-fluorophenyl)ethyl)-6-methoxy-2-methyl-7-(1-methyl-1H-pyrazol-4-yl)quinazolin FC(C=1C(=C(C=CC1)C(C)N1[C@H](N=CC2=CC(=C(C=C12)C=1C=NN(C1)C)OC)C)F)F